The molecule is an aromatic ether, being the (2S)-3-(tert-butylamino)-2-hydroxypropyl ether of the phenolic hydroxy group of (6R,7S)-5,6,7,8-tetrahydronaphthalene-1,6,7-triol. It is a triol, a secondary amino compound and an aromatic ether. It is an enantiomer of a (2S,3R,2'R)-nadolol. CC(C)(C)NC[C@@H](COC1=CC=CC2=C1C[C@@H]([C@@H](C2)O)O)O